NC(CC(=O)O)C(NC(C(=O)OC(C)(C)C)C(=O)OCC)=O 3-amino-3-{[1-(tert-butoxy)-3-ethoxy-1,3-dioxoprop-2-yl]carbamoyl}propanoic acid